3,3-diphenyl-8-hydroxy-9-carbopropoxy-3H-naphtho[2,1-b]pyran C1(=CC=CC=C1)C1(C=CC2=C(O1)C=CC1=CC(=C(C=C12)C(=O)OCCC)O)C1=CC=CC=C1